C1(CC1)C=1C=CC(=C(C1)C1=CC2=C(OCCN2)C=N1)F 7-(5-cyclopropyl-2-fluorophenyl)-1H,2H,3H-pyrido[3,4-b][1,4]oxazine